FC=1C(=NC=C(C1)C(F)(F)F)N 3-fluoro-5-(trifluoromethyl)pyridin-2-amine